FC=1C=C(C=CC1)C=1C(=NN(C1C(=O)O)C=1SC(=NN1)C1=CC=C(C=C1)C(F)(F)F)C 4-(3-fluorophenyl)-3-methyl-1-(5-(4-(trifluoromethyl)phenyl)-1,3,4-thiadiazol-2-yl)-1H-pyrazole-5-carboxylic acid